C(C)(C)(C)OC(NCCC1=CC=C(C=C1)C=O)=O (4-formylphenyl-ethyl)carbamic acid tert-butyl ester